BrC=1C=C(C(=NC1)F)C(=O)N1CCOCC1 (5-bromo-2-fluoropyridin-3-yl)(morpholino)methanone